[Ca].O=C([C@H](O)[C@@H](O)[C@H](O)[C@H](O)C(=O)O)O D-glucaric acid calcium